C(#N)C=1C=C(C=C(C1)C#N)C1=CC(=CC=C1)C=1N=C(SC1)NC(CNC(=O)C=1C=C(C=CC1)C(CNC(OC(C)(C)C)=O)(C)C)=O tert-butyl (2-(3-((2-((4-(3',5'-dicyano-[1,1'-biphenyl]-3-yl)thiazol-2-yl)amino)-2-oxoethyl)carbamoyl)phenyl)-2-methylpropyl)carbamate